N-(benzo[d]thiazol-6-ylmethyl)-4-(6-(1-methyl-1H-pyrazol-4-yl)pyrazolo[1,5-a]pyridin-3-yl)piperazine-1-carboxamide S1C=NC2=C1C=C(C=C2)CNC(=O)N2CCN(CC2)C=2C=NN1C2C=CC(=C1)C=1C=NN(C1)C